C(C)C=1NOC2=C(C1)C=CC=C2 ethyl-benzoxazine